C(C=C)OC1=C(C(=C2C=CC=CC2=C1)C=CC(=O)N)C=CC(=O)N allyloxynaphthalenebis-acrylamide